tetrahydrogeranyl-imidazole chloride [Cl-].C(\C=C(/C)\CCC=C(C)C)N1CNCC1